OC=C(C(=O)[O-])C hydroxy-methacrylate